1-chloro-2-cyclopropyl-5-methylOxy-3-(methoxymethoxy)benzene ClC1=C(C(=CC(=C1)OC)OCOC)C1CC1